C1(CCCC1)N(C(NC=1C(=NSC1C1=CC=C(O[C@@H]2C[C@H](CCC2)C(=O)O)C=C1)C)=O)C |r| (+/-)-(1S,3S)-3-(4-(4-(3-cyclopentyl-3-methylureido)-3-methylisothiazol-5-yl)phenoxy)cyclohexane-1-carboxylic acid